NC=1C(=NC(=CC1)OC)NC 3-amino-6-methoxy-2-methylaminopyridine